C(#N)C1=CC(=C(C(=C1)C)C1=C2CN(CC2=CC=C1)C#N)C 4-(4-cyano-2,6-dimethylphenyl)isoindoline-2-carbonitrile